methyl 4-chloro-5-cyclopropyl-2-acetamidothiophene-3-carboxylate ClC=1C(=C(SC1C1CC1)NC(C)=O)C(=O)OC